N1(CCC1)C(=O)N1[C@H]([C@H](C(C1)(F)F)NS(=O)(=O)C1CC1)CC=1C(=C(C=CC1)C1=CC(=CC=C1)F)F N-{(2S,3R)-1-(azetidine-1-carbonyl)-2-[(2,3'-difluoro[1,1'-biphenyl]-3-yl)methyl]-4,4-difluoropyrrolidin-3-yl}cyclopropanesulfonamide